1,3-dibutylbenzimidazolium-2-carboxylate C(CCC)[N+]1=C(N(C2=C1C=CC=C2)CCCC)C(=O)[O-]